(5r,6s,10br)-6,8,9-trifluoro-5-methyl-1,5,6,10b-tetrahydropyrrolo[2,1-a]isoquinolin-3(2H)-one F[C@@H]1[C@H](N2[C@@H](C3=CC(=C(C=C13)F)F)CCC2=O)C